N-(4-(7-(4-(trifluoro-methyl)phenoxy)-1,2,3,4-tetrahydroisoquinoline-2-carbonyl)thiazol-2-yl)-acrylamide FC(C1=CC=C(OC2=CC=C3CCN(CC3=C2)C(=O)C=2N=C(SC2)NC(C=C)=O)C=C1)(F)F